(5-methoxypyrimidin-2-yl)methanone COC=1C=NC(=NC1)C=O